2-[3-(3-Chlorophenyl)-1-{4-[2-(morpholin-4-yl)ethyl]phenyl}-5-oxo-1,5-dihydro-4H-1,2,4-triazol-4-yl]-N-(propan-2-yl)acetamide ClC=1C=C(C=CC1)C1=NN(C(N1CC(=O)NC(C)C)=O)C1=CC=C(C=C1)CCN1CCOCC1